C(CCC)N(C([S-])=S)CCCC.C(CCC)N(C([S-])=S)CCCC.[Cu+2] copper bis(N,N-dibutyldithiocarbamate)